7-chloro-4-(1-(3-chloro-4-fluorobenzyl)piperidin-4-yl)-1-methyl-1,4-dihydropyrido[2,3-b]pyrazine-2,3-dione ClC1=CC2=C(N(C(C(N2C)=O)=O)C2CCN(CC2)CC2=CC(=C(C=C2)F)Cl)N=C1